COC=1C=CC=2C[C@@H]3[C@@H]4CCC[C@@H]([C@@]4(C2C1)CCN3C)O (5α)-3-methoxy-17-methylmorphinan-5-ol